(9aS)-6-(4'-Chloro-[1,1'-biphenyl]-3-yl)-3,3-dimethyltetrahydro-3H-oxazolo[3,4-d][1,4]oxazepin-5(6H)-one ClC1=CC=C(C=C1)C1=CC(=CC=C1)C1OCC[C@@H]2N(C1=O)C(OC2)(C)C